1-((1-methyl-1H-imidazol-4-yl)sulfonyl)N-(benzo[d]thiazol-5-yl)-piperidine-4-carboxamide CN1C=NC(=C1)S(=O)(=O)N1CCC(CC1)C(=O)NC=1C=CC2=C(N=CS2)C1